4,4'-(hex-3-ene-3,4-diyl)bis(hex-1-yn-1-ylbenzene) CCC(=C(CC)C1=CC=C(C=C1)C#CCCCC)C1=CC=C(C=C1)C#CCCCC